N1C=NC=C2C=NC=C3C(=C21)C=CC=C3 pyrimido[5,4-d][2]benzazepin